N-cyclohexyl-3-(4-isobutyl-2-methylphenyl)propan-1-imine oxide C1(CCCCC1)[N+](=CCCC1=C(C=C(C=C1)CC(C)C)C)[O-]